C1(=CC=CC=C1)[I+]C1=CC=CC=C1 diphenyl-iodonium